FCCNC(C1=C(C=C(C=C1OC)N1C=NC2=C1C=CC(=C2)C=2C=NN(C2)C)OC)=O N-(2-fluoroethyl)-2,6-dimethoxy-4-[5-(1-methylpyrazol-4-yl)benzimidazol-1-yl]benzamide